hydroxymethyl-1,3-dioxolane OCC1OCCO1